C(C)(C)(C)OC(=O)NCCCCCCCCN1N=C(C2=CC(=C(C=C12)C(=O)O)F)C 1-{8-[(tert-butoxycarbonyl)amino]octyl}-5-fluoro-3-methylindazole-6-carboxylic acid